C(C)[C@]1(OCC2=C1C=NC(=C2)C(=O)NC2C(N(C=1N(CC2)N=C(C1)C1=CC=CC=C1)C)=O)C (3R)-3-Ethyl-3-methyl-N-(4-methyl-5-oxo-2-phenyl-5,6,7,8-tetrahydro-4H-pyrazolo[1,5-a][1,3]diazepin-6-yl)-1,3-dihydrofuro[3,4-c]pyridin-6-carboxamid